2-(2,6-dioxopiperidin-3-yl)-4-((2-(methylamino)ethyl)amino)isoindoline-1,3-dione O=C1NC(CCC1N1C(C2=CC=CC(=C2C1=O)NCCNC)=O)=O